methyl 5-(2,4-difluorophenylmethylcarbamoyl)-1-(2,2-dihydroxyacetoxy)-3-methoxy-4-oxo-1,4-dihydropyridine-2-carboxylate FC1=C(C=CC(=C1)F)CNC(=O)C=1C(C(=C(N(C1)OC(C(O)O)=O)C(=O)OC)OC)=O